FC=1C(=C(C=CC1F)[C@H]1[C@@H](O[C@H]([C@H]1C)C(C)C)C(=O)NC=1C=NC=CC1)OC (2r,3s,4s,5s)-3-(3,4-difluoro-2-methoxyphenyl)-5-isopropyl-4-methyl-N-(pyridin-3-yl)tetrahydrofuran-2-carboxamide